(1R,4S)-4-(2-(1-((S)-2-(1,3,4-oxadiazol-2-yl)-5-oxa-2-azaspiro[3.4]octan-7-yl)piperidin-4-yl)-4-fluorophenyl)cyclohexan-1-ol O1C(=NN=C1)N1CC2(C1)OC[C@H](C2)N2CCC(CC2)C2=C(C=CC(=C2)F)C2CCC(CC2)O